BrC1=C(C=C(C=C1)S(=O)(=O)N1CCC1)F 1-((4-bromo-3-fluorophenyl)sulfonyl)azetidine